tert-butyl (tert-butoxycarbonyl)-L-asparaginate C(C)(C)(C)OC(=O)N[C@@H](CC(N)=O)C(=O)OC(C)(C)C